3-methyl-5-benzyloxy-2-(4-benzyloxyphenyl)-1H-indole CC1=C(NC2=CC=C(C=C12)OCC1=CC=CC=C1)C1=CC=C(C=C1)OCC1=CC=CC=C1